(2S,5R)-5-(2-chlorophenyl)-4-cyano-1-(2'-methoxy-[1,1'-biphenyl]-4-carbonyl)-3-methylpyrrolidine-2-carboxylic acid ClC1=C(C=CC=C1)[C@H]1C(C([C@H](N1C(=O)C1=CC=C(C=C1)C1=C(C=CC=C1)OC)C(=O)O)C)C#N